CC1=C(C(=NC2=CC=CC=C12)C1=C(C(=CC=C1)C)C)C (dimethyl)(dimethylphenyl)quinoline